2-butyl-3,5,6-trimethylpyrazine C(CCC)C1=NC(=C(N=C1C)C)C